5-(pyridin-4-yl)-1,3,4-oxadiazole N1=CC=C(C=C1)C1=NN=CO1